ClC1=CC=C(C=C1)N1C=2N(CC(C1)NC(C=C)=O)N=CC2 N-(4-(4-chlorophenyl)-4,5,6,7-tetrahydropyrazolo[1,5-a]pyrimidin-6-yl)acrylamide